5-bromo-6-methoxy-3,4,8-trimethylquinolin-2(1H)-one BrC1=C2C(=C(C(NC2=C(C=C1OC)C)=O)C)C